tert-butyl 5-(difluoromethoxy)-4-formyl-7-methyl-1H-indole-1-carboxylate FC(OC=1C(=C2C=CN(C2=C(C1)C)C(=O)OC(C)(C)C)C=O)F